C1NCC(C2=CC=CC=C12)C(=O)O 1,2,3,4-tetrahydro-4-isoquinolinecarboxylic acid